(R)-1-(1-(4-fluorophenyl)-1H-pyrazolo[3,4-c]pyridin-5-yl)ethan-1-amine hydrochloride Cl.FC1=CC=C(C=C1)N1N=CC=2C1=CN=C(C2)[C@@H](C)N